pyrazin-2-yl(4-(2-(trifluoromethyl)phenyl)piperidin-1-yl)methanone N1=C(C=NC=C1)C(=O)N1CCC(CC1)C1=C(C=CC=C1)C(F)(F)F